C(#N)C1=CC=C(C=C1)C=1C=CC=C2[C@@H](COCC12)CN(C(OC(C)(C)C)=O)C (R,S)-tert-butyl ((8-(4-cyanophenyl)isochroman-4-yl)methyl)(methyl)carbamate